(6aR,7R,10aS)-4-(4-fluorophenyl)-7,10a-dimethyl-8-oxo-2-(quinazolin-4-yl)-5,6,6a,7,8,10a-hexahydrobenzo[h]quinazoline-9-carbonitrile FC1=CC=C(C=C1)C1=NC(=NC=2[C@]3([C@H](CCC12)[C@H](C(C(=C3)C#N)=O)C)C)C3=NC=NC1=CC=CC=C31